N-methyl-3-sulfopropyl-imidazole hexafluorophosphate salt F[P-](F)(F)(F)(F)F.CN1C(=NC=C1)CCCS(=O)(=O)O